FC1([C@@H](C1)C(=O)NC1=CC(=C(C=C1)C)C=1NC=C(N1)C)F (S)-2,2-difluoro-N-(4-methyl-3-(4-methyl-1H-imidazol-2-yl)phenyl)cyclopropane-1-carboxamide